N[C@@H]1C=2C(=NC=CC2)CC12CCN(CC2)C=2N=CC(=NC2)SC=2C(=NC=CC2)C#N (S)-3-((5-(5-amino-5,7-dihydrospiro[cyclopenta[b]pyridine-6,4'-piperidin]-1'-yl)pyrazin-2-yl)thio)picolinonitrile